1-methyl-4-[1-methyl-5-(trifluoromethyl)pyrazol-3-yl]-2-thioxo-pyrrolidine-3-carboxylic acid CN1C(C(C(C1)C1=NN(C(=C1)C(F)(F)F)C)C(=O)O)=S